(3ar,5r,6ar)-acetic acid 6-ethynyl-5-(hydroxymethyl)-2,2-dimethyltetrahydrofurano-[2,3-d][1,3]dioxol-6-yl ester C(#C)C1([C@H](O[C@@H]2OC(O[C@@H]21)(C)C)CO)OC(C)=O